N-methyl-6-[4-(pyrazol-1-yl)-1H-indazol-7-yl]-N-(2,2,6,6-tetramethylpiperidin-4-yl)pyridazin-3-amine CN(C=1N=NC(=CC1)C=1C=CC(=C2C=NNC12)N1N=CC=C1)C1CC(NC(C1)(C)C)(C)C